C(C)(C)(C)N1N=C(C=C1NC(COC1=C(C(=CC(=C1)OC)OC)C=O)=O)C1CC(C1)O N-(1-(tert-butyl)-3-((1s,3s)-3-hydroxycyclobutyl)-1H-pyrazol-5-yl)-2-(2-formyl-3,5-dimethoxyphenoxy)acetamide